5-amino-2-hydroxy-3-methylbenzoic acid NC=1C=C(C(=C(C(=O)O)C1)O)C